FC(CC(OC)C1=CC=C(C=C1)C1=CC=CC=C1)(C)C 4-(3-fluoro-1-methoxy-3-methylbutyl)-1,1'-biphenyl